ClC=1C=CC(=C(CN(C2CCN(CC2)C(=O)N2N=C(C=C2)C(=O)O)C)C1)C(F)(F)F 1-(4-((5-chloro-2-(trifluoromethyl)benzyl)(methyl)amino)piperidine-1-carbonyl)-1H-pyrazole-3-carboxylic acid